OCCOCC[C@H]1N(C(OC1)(C)C)C(=O)OC(C)(C)C tert-butyl (4R)-4-[2-(2-hydroxyethoxy)ethyl]-2,2-dimethyl-oxazolidine-3-carboxylate